C1(CC1)COC=1C=C(C=CC1OC)CCN1C(=CC(C=C1C)=O)C (E)-1-(3-cyclopropylmethoxy-4-methoxyphenylethyl)-2,6-dimethylpyridin-4(1H)-one